3-(6-methyl-[1,2,4]triazolo[1,5-a]pyridin-8-yl)-N-(((S)-4-methylmorpholin-2-yl)methyl)-5-(trifluoromethyl)-3-azabicyclo[3.1.0]hexane-1-carboxamide CC=1C=C(C=2N(C1)N=CN2)N2CC1(CC1(C2)C(F)(F)F)C(=O)NC[C@H]2CN(CCO2)C